7-(diethylamino)-4-(trifluoromethyl)-coumarin C(C)N(C1=CC=C2C(=CC(OC2=C1)=O)C(F)(F)F)CC